2-(2,6-dioxo-3-piperidyl)-1-oxo-isoindoline-5-carbonitrile O=C1NC(CCC1N1C(C2=CC=C(C=C2C1)C#N)=O)=O